normal butyl ether C(CCC)OCCCC